ClC1=CC(=C(C=C1Cl)C#CC=1C=CC(=NC1)C(=O)O)NS(=O)(=O)C=1C(=CC=C2C=CC=NC12)C 5-{2-[4,5-dichloro-2-(7-methylquinoline-8-sulfonamido)phenyl]ethynyl}pyridine-2-carboxylic acid